ClC1=C(C=C(OCC(=O)N[C@H]2CC[C@@H](N(C2)C(=O)OC(C)(C)C)C(NC2=CC(=CC(=C2)C)C)=O)C=C1)F tert-butyl (2R,5S)-5-[2-(4-chloro-3-fluorophenoxy)acetamido]-2-[(3,5-dimethylphenyl)carbamoyl]piperidine-1-carboxylate